isocyanato-methyltriethoxysilane N(=C=O)C(C)O[Si](OCC)(OCC)C